4-[(5-{(E)-[1-(m-tolyl)ethylidene]hydrazino}-7-morpholino-3H-1,3,4-triazainden-3-yl)methyl]-2-pyrrolidinone C1(=CC(=CC=C1)\C(\C)=N\NC=1N=C2N(C=NC2=C(C1)N1CCOCC1)CC1CC(NC1)=O)C